C(C1=CC=CC=C1)N1C2=NC=NC(=C2N=C1C1=C(C=C(C=C1)OCCN1CC(NCC1)C)Cl)OC1(CC1)C 9-benzyl-8-(2-chloro-4-(2-(3-methylpiperazin-1-yl)ethoxy)phenyl)-6-(1-methylcyclopropoxy)-9H-purine